NCCCC[C@@H](C(=O)NCC1=CC=CC=C1)NC(OC(C)(C)C)=O (S)-tert-butyl (6-amino-1-(benzylamino)-1-oxohexan-2-yl)carbamate